C(CCCCCCCCCCCCCC)C(CCCCCCCCCCCCCCC)O pentadecyl-cetyl alcohol